(2-(3-acetyl-5-(2-methylpyrimidin-5-yl)-1H-indol-1-yl)acetyl)-N-(2'-chloro-2-fluoro-[1,1'-biphenyl]-3-yl)-4,5-dihydro-1H-pyrazole-5-carboxamide C(C)(=O)C1=CN(C2=CC=C(C=C12)C=1C=NC(=NC1)C)CC(=O)N1N=CCC1C(=O)NC=1C(=C(C=CC1)C1=C(C=CC=C1)Cl)F